FC(C=1C=C(OC2=CC(=CC=C2)OC2=CC(=CC(=C2)N)C(F)(F)F)C=C(C1)N)(F)F 1,3-bis(3-trifluoromethyl-5-aminophenoxy)benzene